NCCOCCOCCOCCOCCOC1=CC=C(C(=O)C2=C(C(=CN2C)C(=O)N[C@@H](CC(=O)N)C2=CC(=CC=C2)Cl)C2=C(C(=CC=C2F)F)C)C=C1 (3S)-3-[(5-{4-[(14-amino-3,6,9,12-tetraoxatetradecan-1-yl)oxy]benzoyl}-4-(3,6-difluoro-2-methylphenyl)-1-methylpyrrol-3-yl)formamido]-3-(3-chlorophenyl)propanamide